1-(2-ethylhexyl)-3-octadecyl-imidazolium C(C)C(CN1C=[N+](C=C1)CCCCCCCCCCCCCCCCCC)CCCC